(1-oxo-5-(piperidin-4-ylethynyl)isoindolin-2-yl)piperidine-2,6-dione O=C1N(CC2=CC(=CC=C12)C#CC1CCNCC1)N1C(CCCC1=O)=O